C(C)N(C(O)=O)C=1CN(CCC1C1=CC=C(C=C1)Br)C.C(#C)C1=CC=C(C=C1)C=1C2=CC=C(N2)C(=C2C=CC(C(=C3C=CC(=C(C=4C=CC1N4)C4=CC=C(C=C4)C#C)N3)C3=CC=C(C=C3)C#C)=N2)C2=CC=C(C=C2)C#C 5,10,15,20-tetrakis(4-ethynylphenyl)porphyrin ethyl-(4-(4-bromophenyl)-1-methyl-1,2,5,6-tetrahydropyridin-3-yl)carbamate